C1(=CC=CC=C1)N1CCC2=C1N=C(N=C2OCC=2C=NC=CC2)N2CCOCC2 4-(7-phenyl-4-(pyridin-3-ylmethoxy)-6,7-dihydro-5H-pyrrolo[2,3-d]pyrimidin-2-yl)morpholine